C(#N)C(C(=O)NC=1N=C2N(N=C(C=C2)C=2C=NC(=C(C(=O)O)C2)C)C1)(C)C 5-(2-(2-cyano-2-methylpropanamidyl)imidazo[1,2-b]pyridazin-6-yl)-2-methylnicotinic acid